NC1=C(C(NC2=C(C=CC=C12)C1=NC(=CN=C1)C)=O)C(=O)NCCC 4-Amino-8-(6-methylpyrazin-2-yl)-2-oxo-N-propyl-1,2-dihydroquinoline-3-carboxamide